C1=CC(=CC=C1/C=C\\2/C(=O)C3=C(O2)C=C(C=C3)O)O The molecule is a hydroxyaurone that is aurone substituted by hydroxy groups at positions 6 and 4' respectively. It has a role as a plant metabolite. It derives from an aurone.